(R)-2-((7-(3-chlorophenyl)-4,5,6,7-tetrahydrobenzo[d]thiazol-2-yl)amino)-2-oxoethyl 4-methylpiperazine-1-sulfonate CN1CCN(CC1)S(=O)(=O)OCC(=O)NC=1SC2=C(N1)CCC[C@@H]2C2=CC(=CC=C2)Cl